(Z)-1-(2,5-difluorophenyl)-3-(dimethylamino)but-2-ene-1-one FC1=C(C=C(C=C1)F)C(\C=C(\C)/N(C)C)=O